C(C)C1=NC(=NO1)C=1C=C2CC[C@H](C2=CC1)NC(=O)C=1C=NN(C1)CC1(COC1)F (R)-N-(5-(5-ethyl-1,2,4-oxadiazol-3-yl)-2,3-dihydro-1H-inden-1-yl)-1-((3-fluorooxetan-3-yl)methyl)-1H-pyrazole-4-carboxamide